NC=1SC(=CN1)C(=O)NC1=C(C(=CC=C1C)O)C 2-Amino-N-(3-hydroxy-2,6-dimethyl-phenyl)thiazole-5-carboxamide